FC=1C=C(C(=O)NC2CCOCC2)C=CC1B1OC(C(O1)(C)C)(C)C 3-fluoro-N-(tetrahydro-2H-pyran-4-yl)-4-(4,4,5,5-tetramethyl-1,3,2-dioxaborolan-2-yl)benzamide